(S)-2-methyl-oxirane C[C@@H]1OC1